FC1=CC=C(C=C1)N1N=CC2=C1C[C@@H]1CCN(C[C@]1(C2)C(=O)C=2N=CSC2)S(=O)(=O)C2=NN(N=C2)CCC ((4aR,8aS)-1-(4-Fluorophenyl)-6-((2-propyl-2H-1,2,3-triazol-4-yl)sulfonyl)-4,4a,5,6,7,8,8a,9-octahydro-1H-pyrazolo[3,4-g]isochinolin-4a-yl)(thiazol-4-yl)methanon